C1C(CC2=CC=CC=C12)NC1=NC=C(C=N1)N1N=CC(=C1)NC(=O)C1CC2=C(NN=N2)CC1 N-(1-(2-((2,3-dihydro-1H-inden-2-yl)amino)pyrimidin-5-yl)-1H-pyrazol-4-yl)-4,5,6,7-tetrahydro-1H-benzo[d][1,2,3]triazole-5-carboxamide